C(#N)C=1C=C(C=NC1N(C)C)C=1C(=CC(=C(C1)NC(=O)C1=CNC(C=C1C(F)(F)F)=O)N1C[C@H](N([C@H](C1)C)C)C)F |r| N-[5-[5-cyano-6-(dimethylamino)pyridin-3-yl]-4-fluoro-2-[rac-(3R,5S)-3,4,5-trimethylpiperazin-1-yl]phenyl]-6-oxo-4-(trifluoromethyl)-1H-pyridine-3-carboxamide